CC1=C(C(=CC(=C1)C)C)NC(=O)C1=C(N=C(S1)NC(OC(C)(C)C)=O)C [5-[[(2,4,6-Trimethylphenyl)amino]carbonyl]-4-methyl-2-thiazolyl]carbamic acid, 1,1-dimethylethyl ester